FC1=NC(=CC(=C1)N(C1SC(=CN1C1C(CC1)(C)C)C)C(=O)C1OCCC1)F 2-[(2,6-difluoro-4-pyridyl)-(tetrahydrofuran-2-carbonyl)amino]-N-(2,2-dimethylcyclobutyl)-5-methyl-thiazole